CC1=CC=C(N=N1)NCCN1OC=CC1C1=CC=CC=C1 N-{2-[(6-methylpyridazin-3-yl)amino]ethyl}-3-phenyl-1,2-oxazole